[(R)-4-(6-Amino-pyridin-3-yl)-2-hydroxymethyl-piperazin-1-yl]-[4-methoxy-5-(4-methoxy-phenoxy)-pyridin-2-yl]-methanone NC1=CC=C(C=N1)N1C[C@@H](N(CC1)C(=O)C1=NC=C(C(=C1)OC)OC1=CC=C(C=C1)OC)CO